NC1=NC2=C(C=3N1N=C(N3)C=3OC=CC3)C=NN2[C@](C(=O)NCC2=NC(=CC=C2)OC)(C)C2=CC=CC=C2 (R)-2-(5-amino-2-(furan-2-yl)-7H-pyrazolo[4,3-e][1,2,4]triazolo[1,5-c]pyrimidin-7-yl)-N-((6-methoxypyridin-2-yl)methyl)-2-phenylpropanamide